C(C)C1=C(C(=O)O)C=C(C(=C1)CC)C1=NN=C(N1)CCOC 2,4-diethyl-5-(5-(2-methoxyethyl)-4H-1,2,4-triazol-3-yl)benzoic acid